ClCC[Si](OC)(OC)OC 2-chloroethyl-(trimethoxysilane)